FC(C(=O)O)(F)F.NC1=C(N=CC(=N1)N1CCC2([C@@H](C=3N(N=CC3)C2)N)CC1)SC=1C(=NC=CC1)C(F)(F)F (S)-1-(6-amino-5-((2-(trifluoromethyl)pyridin-3-yl)thio)pyrazin-2-yl)-4'H,6'H-spiro[piperidine-4,5'-pyrrolo[1,2-b]pyrazol]-4'-amine (trifluoroacetate)